pyrrole-3-carbonitrile N1C=C(C=C1)C#N